4'-fluoro-4-methoxy-3'-(methoxycarbonyl)-[1,1'-biphenyl]-3-carboxylic acid FC1=C(C=C(C=C1)C1=CC(=C(C=C1)OC)C(=O)O)C(=O)OC